5-ethyl-6-fluoro-4-(8-fluoro-4-(3-(fluoromethyl)piperazin-1-yl)-2-(((2R,7aS)-2-fluorotetrahydro-1H-pyrrolizin-7a(5H)-yl)methoxy)pyrido[4,3-d]pyrimidin-7-yl)naphthalen-2-ol C(C)C1=C2C(=CC(=CC2=CC=C1F)O)C1=C(C=2N=C(N=C(C2C=N1)N1CC(NCC1)CF)OC[C@]12CCCN2C[C@@H](C1)F)F